tert-butyl 3-((6-((tert-butoxycarbonyl)(4,4-difluorocyclohexyl)amino)-2-(methylthio) pyrimidin-4-yl)oxy)azetidine-1-carboxylate C(C)(C)(C)OC(=O)N(C1=CC(=NC(=N1)SC)OC1CN(C1)C(=O)OC(C)(C)C)C1CCC(CC1)(F)F